C[C@@H]1N(CC1)C1=NC(=C2CC3CC3C2=N1)C1=CC=CC=C1 9-[(2S)-2-methylazetidin-1-yl]-7-phenyl-8,10-diazatricyclo[4.4.0.02,4]deca-1(10),6,8-triene